C[C@H]1CC[C@@H](N(C1)C(=O)OC(C)(C)C)C1=CC(=CC=C1)OC[C@@H]1CN(CC1)C (2R,5S)-tert-butyl 5-methyl-2-(3-(((S)-1-methylpyrrolidin-3-yl)Methoxy)phenyl)piperidine-1-carboxylate